S1C(=NC2=C1C=CC=C2)N(N)CCCCCC 1-(1,3-benzothiazol-2-yl)-1-hexyl-hydrazine